CN(C([C@H]([C@@H](C)C1=CC=CC=C1)NC1=CC=C(C=C1)C(F)(F)F)=O)C (2S,3S)-N,N-Dimethyl-3-phenyl-2-((4-(trifluoromethyl)phenyl)amino)butanamide